COC=1C(=C2C=CNC2=C(C1)C)CN1[C@@H](CN(C(C1)C)C)C1=CC=C(C(=O)O)C=C1 4-((2R)-1-((5-Methoxy-7-methyl-1H-indol-4-yl)methyl)-4,5-dimethylpiperazin-2-yl)benzoic acid